2-(2-(3-Ethynylphenyl)-6-isopropyl-5,8-dioxo-5,6,7,8-tetrahydro-4H-pyrazolo[1,5-a]pyrrolo[3,4-d]pyrimidin-4-yl)-N-(5-fluoropyridin-2-yl)acetamide C(#C)C=1C=C(C=CC1)C1=NN2C(N(C3=C(C2=O)CN(C3=O)C(C)C)CC(=O)NC3=NC=C(C=C3)F)=C1